tert-butyl 6-[2-(7-fluoro-2-methylindazol-5-yl)thieno[2,3-d][1,3]thiazol-5-yl]-1,6-diazaspiro[3.4]octane-1-carboxylate FC1=CC(=CC2=CN(N=C12)C)C=1SC2=C(N1)SC(=C2)N2CC1(CCN1C(=O)OC(C)(C)C)CC2